N1(CCC1)CC1=C(N=C2N1C1=C(C(=NC2)C2=C(C=CC=C2)F)C=C(C=C1)Cl)C(=O)O 1-(azetidin-1-ylmethyl)-8-chloro-6-(2-fluorophenyl)-4H-imidazo[1,2-a][1,4]benzodiazepine-2-carboxylic acid